C1(=CC=CC=C1)CS(=O)(=O)NC1=C(C=CC(=C1)C(=O)N1CCC(CC1)C1=CC=C(C=C1)OC=1N=NC(=CC1)C(F)(F)F)N1CCN(CC1)CCC(=O)OC(C)(C)C tert-butyl 3-(4-(2-((phenylmethyl)sulfonamido)-4-(4-(4-((6-(trifluoromethyl)pyridazin-3-yl)oxy)-phenyl)piperidine-1-carbonyl)phenyl)piperazin-1-yl)propanoate